BrC1=CC(=NC=C1)OC1CC(C1)OCC1=CC=CC=C1 4-bromo-2-[(1s,3s)-3-(benzyloxy)cyclobutoxy]pyridine